N-(3-amino-8-fluoro-7-methoxy-2-methyl-imidazo[1,2-a]pyridin-6-yl)-4-[4-(ethylamino)-1-piperidyl]-6-fluoro-2-methyl-indazole-7-carboxamide NC1=C(N=C2N1C=C(C(=C2F)OC)NC(=O)C2=C(C=C(C1=CN(N=C21)C)N2CCC(CC2)NCC)F)C